C(#C)C=1C(=CC=C2C=CC=C(C12)C1=C(C=2N=C(N=C(C2C=N1)N1C[C@H]2CC[C@@H](C1)O2)N2CC1CCC(C2)N1C)F)F (1R,5S)-3-(7-(8-ethynyl-7-fluoronaphthalen-1-yl)-8-fluoro-2-(8-methyl-3,8-diazabicyclo[3.2.1]octan-3-yl)pyrido[4,3-d]pyrimidin-4-yl)-8-oxa-3-azabicyclo[3.2.1]octane